N-cyclopropyl-2-(difluoromethoxy)-4-[7-[2-(2,6-dimethyl-1-piperidyl)ethoxy]imidazo[1,2-a]pyridin-3-yl]-6-methoxy-benzamide C1(CC1)NC(C1=C(C=C(C=C1OC)C1=CN=C2N1C=CC(=C2)OCCN2C(CCCC2C)C)OC(F)F)=O